FC(C1=C(C=NN1)C(=O)NC1=CC(=NC=C1)C(F)(F)F)(F)F 5-(trifluoromethyl)-N-(2-(trifluoromethyl)pyridine-4-yl)-1H-pyrazole-4-carboxamide